FC1=CC(=C(C=C1)NC(N)=O)OCCSC(F)(F)F 4-fluoro-3-(2-(2-((trifluoromethyl)thio)ethoxy)phenyl)urea